[3-(4-Chloro-phenyl)-adamantan-1-ylmethyl]-(4-fluoro-3-trifluoromethyl-benzyl)-amine ClC1=CC=C(C=C1)C12CC3(CC(CC(C1)C3)C2)CNCC2=CC(=C(C=C2)F)C(F)(F)F